6-(3-Hydroxyphenyl)-5,7-dimethyl-2-phenyl-2,6-dihydro-1H-pyrrolo[3,4-d]pyridazin OC=1C=C(C=CC1)N1C(=C2CN(N=CC2=C1C)C1=CC=CC=C1)C